1-(4-(1-amino-2,2,2-trifluoroethyl)indolin-1-yl)-2-((2-methyl-5-(3-methyl-1,2,4-oxadiazol-5-yl)phenyl)amino)ethan-1-one NC(C(F)(F)F)C1=C2CCN(C2=CC=C1)C(CNC1=C(C=CC(=C1)C1=NC(=NO1)C)C)=O